C(C)(C)(C)C1=NN=C(S1)NC([C@H](C1=CC=C(C=C1)C=1N=NN(N1)C)[C@@H]1CC(CC1)(F)F)=O (S)-N-(5-(tert-Butyl)-1,3,4-thiadiazol-2-yl)-2-((S)-3,3-difluorocyclopentyl)-2-(4-(2-methyl-2H-tetrazol-5-yl)phenyl)acetamide